N1(C=NC=C1)C[C@@H]1COC=2C(=C(C=C3C(=NC(N1C23)=O)N2[C@H](CN([C@@H](C2)C)C(C=C)=O)C)Cl)C2=CC=CC3=CC=CC=C23 (3R,10S)-3-((1H-imidazol-1-yl)methyl)-7-((2S,5R)-4-acryloyl-2,5-dimethylpiperazin-1-yl)-9-chloro-10-(naphthalen-1-yl)-2,3-dihydro-5H-[1,4]-oxazino[2,3,4-ij]-quinazolin-5-one